3-hydroxyestra-1(10),2,4-trien OC=1C=C2CC[C@H]3[C@@H]4CCC[C@@]4(C)CC[C@@H]3C2=CC1